ethyl-(Z)-4-(4-cyanophenyl)-2-hydroxy-4-oxobut-2-enolate C(C)C(/C(=C/C(=O)C1=CC=C(C=C1)C#N)/O)[O-]